5-chloro-N2-(4-((cis)-2,6-diethyl-1,2,3,6-tetrahydro-pyridin-4-yl)-2-isopropoxy-5-methylphenyl)-N4-(2-(isopropylsulfonyl)phenyl)pyrimidine-2,4-diamine ClC=1C(=NC(=NC1)NC1=C(C=C(C(=C1)C)C=1C[C@@H](N[C@@H](C1)CC)CC)OC(C)C)NC1=C(C=CC=C1)S(=O)(=O)C(C)C